COC(=O)C1=CN=C(N(C1=O)C)C(C)C 2-isopropyl-1-methyl-6-oxo-1,6-dihydropyrimidine-5-carboxylic acid methyl ester